(5'-adenosyl)-L-methionine chloride dihydrochloride Cl.Cl.[C@@H]1([C@H](O)[C@H](O)[C@@H](CN[C@@H](CCSC)C(=O)Cl)O1)N1C=NC=2C(N)=NC=NC12